NC(CN1N=C(C=C1)C1=CC(=C(C#N)C=C1)Cl)C 4-(1-(2-aminopropyl)-1H-pyrazol-3-yl)-2-chlorobenzonitrile